(2S)-3-[3-[3-[(2S)-3-tert-Butoxy-2-[(3R)-1-tert-butoxycarbonylpyrrolidin-3-yl]-3-oxo-propyl]anilino]phenyl]-2-[(3R)-1-tert-butoxycarbonylpyrrolidin-3-yl]propanoic acid C(C)(C)(C)OC([C@@H](CC=1C=C(NC=2C=C(C=CC2)C[C@H](C(=O)O)[C@@H]2CN(CC2)C(=O)OC(C)(C)C)C=CC1)[C@@H]1CN(CC1)C(=O)OC(C)(C)C)=O